5-(4-benzoyl-piperazin-1-yl)-4-bromo-benzofuran-2-carboxylic acid C(C1=CC=CC=C1)(=O)N1CCN(CC1)C=1C=CC2=C(C=C(O2)C(=O)O)C1Br